ClC1=C(C=CC=C1O)N1N=CC2=C1COC[C@H]2NC(=O)C=2N=CN1C2CCCC1 (S)-N-(1-(2-chloro-3-hydroxyphenyl)-1,4,5,7-tetrahydropyrano[3,4-c]pyrazol-4-yl)-5,6,7,8-tetrahydroimidazo[1,5-a]pyridine-1-carboxamide